2-methyl-6-[(3R,5S)-5-methylpyrrolidin-3-yl]oxy-oxazolo[4,5-b]pyridine CC=1OC=2C(=NC=C(C2)O[C@H]2CN[C@H](C2)C)N1